(4-[3-[(2S)-2-[(tert-butoxycarbonyl)amino]-4-carbamoylbutoxy]-2-chlorophenyl]cyclohexyl)acetic acid C(C)(C)(C)OC(=O)N[C@H](COC=1C(=C(C=CC1)C1CCC(CC1)CC(=O)O)Cl)CCC(N)=O